(1R,2R,3R)-N-(7-chloro-6-((R)-1-cyanopropan-2-yl)isoquinolin-3-yl)-2-ethyl-3-(1-methyl-1H-pyrazol-4-yl)cyclopropane-1-carboxamide ClC1=C(C=C2C=C(N=CC2=C1)NC(=O)[C@@H]1[C@@H]([C@H]1C=1C=NN(C1)C)CC)[C@@H](CC#N)C